N,N-dimethyl-N'-(2-thiophenesulfonyl)formamidine CN(C=NS(=O)(=O)C=1SC=CC1)C